C(C)C1=C(C=CC(=C1)N1CCN(CC1)C)NC1=NC=C(C(=C1)NCCCNC(=O)C1CCC1)C(F)(F)F N-(3-((2-((2-ethyl-4-(4-methylpiperazin-1-yl)phenyl)amino)-5-(trifluoromethyl)pyridin-4-yl)amino)propyl)cyclobutanecarboxamide